2,6-bis(1,1-dimethylethyl)-4-nitrosophenol CC(C)(C)C1=C(C(=CC(=C1)N=O)C(C)(C)C)O